ClC1=C(C=CC=C1)C=1C=C(C=CC1OCOC)CCNC(OC(C)(C)C)=O Tert-Butyl N-[2-[3-(2-chlorophenyl)-4-(methoxymethoxy)phenyl]ethyl]carbamate